C(C=C)(=O)N1[C@H](CN(CC1)C1=CC(=NC=2CN(CCC12)C1=CC=CC2=CC=CC(=C12)C)C(=O)N1[C@H](CCC1)CN1CCCC1)CC#N 2-((S)-1-acryloyl-4-(7-(8-methylnaphthalen-1-yl)-2-((R)-2-(pyrrolidin-1-ylmethyl)pyrrolidine-1-carbonyl)-5,6,7,8-tetrahydro-1,7-naphthyridin-4-yl)piperazin-2-yl)acetonitrile